COC1=NC(=NC=C1C(F)(F)F)C(=O)O 4-methoxy-5-(trifluoromethyl)pyrimidine-2-carboxylic acid